NC1=CC=CC(=N1)C1=CC=C(C=C1)NC(C(=O)OCC)(C)C Ethyl 2-((4-(6-aminopyridin-2-yl) phenyl) amino)-2-methylpropionate